N2-[6-chloro-5-(1-methyl-2,3,4,7-tetrahydroazepin-5-yl)-2,3-dihydro-1,4-benzodioxin-7-yl]-N4,6-dimethyl-pyrimidine-2,4-diamine ClC1=C(C2=C(OCCO2)C=C1NC1=NC(=CC(=N1)NC)C)C=1CCCN(CC1)C